C(C)(C)S(=O)(=O)C1=CC=C(C(=O)N)C=C1 4-(isopropylsulfonyl)benzamide